C(CC)[N-]C(C)CC N-(n-propyl)-N-(sec.-butyl)amide